6-fluoro-2-[4-(2-fluorophenyl)phenyl]-3-methylquinoline-4-carboxylic acid FC=1C=C2C(=C(C(=NC2=CC1)C1=CC=C(C=C1)C1=C(C=CC=C1)F)C)C(=O)O